R-1-(1-naphthyl)ethanol C1(=CC=CC2=CC=CC=C12)[C@@H](C)O